4-[(1,3-dimethyl-1h-pyrazol-5-yl)carbonyl]morpholine CN1N=C(C=C1C(=O)N1CCOCC1)C